Cl.FC(OC1=C(C(=NN1C)C(F)(F)F)CSC(N)=N)F 2-(5-difluoromethoxy-1-methyl-3-trifluoromethyl-1H-pyrazole-4-ylmethyl)-isothiourea hydrochloride